OCC#CCOCCS(=O)(=O)CCOCC#CCO 4-[2-[2-(4-hydroxybut-2-ynoxy)ethylsulfonyl]ethoxy]but-2-yn-1-ol